(R)-(6-((5-bromo-2-((7-methoxy-1,2-dimethyl-1,2,3,4-tetrahydroisoquinolin-6-yl)amino)pyrimidin-4-yl)amino)quinoxalin-5-yl)dimethylphosphine BrC=1C(=NC(=NC1)NC=1C=C2CCN([C@@H](C2=CC1OC)C)C)NC=1C(=C2N=CC=NC2=CC1)P(C)C